C1(=CC=CC=C1)C1=CC=C(C=C1)S(=O)(=O)OC1=C(C=CC=C1)NC(=O)NC1=CC(=CC=C1)OS(=O)(=O)C1=CC=C(C=C1)C1=CC=CC=C1 N-[2-(p-phenylbenzenesulfonyloxy)phenyl]-N'-[3-(p-phenylbenzenesulfonyloxy)phenyl]urea